The molecule is a divalent metal cation, a zinc cation and a monoatomic dication. It has a role as a human metabolite and a cofactor. [Zn+2]